C(C)(C)[Si](C#CC1=CC=CC2=CC(=CC(=C12)B1OC(C(O1)(C)C)(C)C)OCOC)(C(C)C)C(C)C triisopropyl((6-(methoxymethoxy)-8-(4,4,5,5-tetramethyl-1,3,2-dioxaborolan-2-yl)naphth-1-yl)ethynyl)silane